1-(6-((pyridin-2-ylmethyl)amino)-7-(4-(trifluoromethyl)phenyl)-3,4-dihydroisoquinolin-2(1H)-yl)prop-2-en-1-one N1=C(C=CC=C1)CNC=1C=C2CCN(CC2=CC1C1=CC=C(C=C1)C(F)(F)F)C(C=C)=O